oxo-quinazolin O=C1NC2=CC=CC=C2C=N1